2-(2,2-difluoro-1-methyl-ethoxy)-N-[(2,4-dimethoxyphenyl)methyl]-6-[5-[(6-methylpyridazin-3-yl)amino]benzimidazol-1-yl]pyridine-3-carboxamide FC(C(OC1=NC(=CC=C1C(=O)NCC1=C(C=C(C=C1)OC)OC)N1C=NC2=C1C=CC(=C2)NC=2N=NC(=CC2)C)C)F